tert-butyl 3-(2-oxa-6-azaspiro[3.3]hept-6-yl)-8-azaspiro[4.5]decane-8-carboxylate C1OCC12CN(C2)C2CCC1(C2)CCN(CC1)C(=O)OC(C)(C)C